6-[(1-Acetyl-4-piperidyl)amino]-2-[(2R)-3-(3,4-dihydro-1H-isochinolin-2-yl)-2-hydroxypropyl]-3,4-dihydroisochinolin-1-on C(C)(=O)N1CCC(CC1)NC=1C=C2CCN(C(C2=CC1)=O)C[C@@H](CN1CC2=CC=CC=C2CC1)O